5-[(2R,6R)-4-[6,7-dimethyl-4-[3-(trifluoromethyl)-1-bicyclo[1.1.1]pentanyl]pteridin-2-yl]-6-methyl-tetrahydropyran-2-yl]-1H-pyridin-2-one CC=1N=C2C(=NC(=NC2=NC1C)C1C[C@@H](O[C@@H](C1)C)C=1C=CC(NC1)=O)C12CC(C1)(C2)C(F)(F)F